FC=1C=C(C=CC1F)N1CC2(C3=NC(=CC=C31)C(=O)N3C(CN(CC3)C3=NC(=C(C(=O)O)C(=C3)C)C)(C)C)CCCC2 6-(4-(1'-(3,4-difluorophenyl)-1',2'-dihydrospiro[cyclopentane-1,3'-pyrrolo[3,2-b]pyridine]-5'-carbonyl)-3,3-dimethylpiperazin-1-yl)-2,4-dimethylnicotinic acid